N-(1-((2R,3R,4R,5R)-5-((2H-1,2,3-triazol-2-yl)methyl)-4-hydroxy-3-methoxytetrahydrofuran-2-yl)-2-oxo-1,2-dihydropyrimidin-4-yl)benzamide di[2-(methacryloyloxy)ethyl]phosphate C(C(=C)C)(=O)OCCOP(=O)(OCCOC(C(=C)C)=O)O.N=1N(N=CC1)C[C@@H]1[C@H]([C@H]([C@@H](O1)N1C(N=C(C=C1)NC(C1=CC=CC=C1)=O)=O)OC)O